ClC1=CC=C(C=2N=CSC21)COC=2C(=CC(=C(N)C2)F)OC 5-((7-Chlorobenzo[d]thiazol-4-yl)methoxy)-2-fluoro-4-methoxyaniline